CN1C(=NC2=C1C=CC(=C2)CN2C(=NC1=C2C=CC=C1)C)CNC1=CC=C(C(=N)N)C=C1 4-{[1-methyl-5-(2-methyl-benzoimidazol-1-ylmethyl)-1h-benzoimidazol-2-ylmethyl]-amino}-benzamidine